2,3,5-hexanetricarboxylic acid CC(C(CC(C)C(=O)O)C(=O)O)C(=O)O